N,N'-bis(4-nitrophenyl)-ethylenediamine [N+](=O)([O-])C1=CC=C(C=C1)NCCNC1=CC=C(C=C1)[N+](=O)[O-]